FC1(CN(CCC1N(C(=O)NC=1C(N(C=C(C1)C(F)(F)F)C)=O)C)C=1N=CC(=NC1)CC(=O)N)F (5-(3,3-difluoro-4-(1-methyl-3-(1-methyl-2-oxo-5-(trifluoromethyl)-1,2-dihydropyridin-3-yl)ureido)piperidin-1-yl)pyrazin-2-yl)acetamide